IC1=CN(C=2N=CN=C(C21)N2C[C@H](N(CC2)C(=O)OC(C)(C)C)C)S(=O)(=O)C2=CC=C(C)C=C2 (R)-tert-butyl 4-(5-iodo-7-tosyl-7H-pyrrolo[2,3-d]pyrimidin-4-yl)-2-methylpiperazine-1-carboxylate